[2H]N deutero-ammonia